ClC1=CC(=NC=C1)S(=O)(=N)\C=C\C1=C(C=CC=C1)Cl (E)-(4-chloropyridin-2-yl)(2-chlorostyryl)(imino)-λ6-sulfanone